4-oxo-4-(4-(4,4,5,5-tetramethyl-1,3,2-dioxaborolan-2-yl)furan-2-yl)butyric acid methyl ester COC(CCC(C=1OC=C(C1)B1OC(C(O1)(C)C)(C)C)=O)=O